1-(3-(4-chloro-3-ethyl-1H-pyrrolo[2,3-b]pyridin-5-yl)phenyl)-4-(2-methoxyethyl)piperazin-2-one ClC1=C2C(=NC=C1C=1C=C(C=CC1)N1C(CN(CC1)CCOC)=O)NC=C2CC